ClN1C=NC=C1 1-chloro-imidazole